COC1=CC=C(C=C1)N1C(=C(C(C2=CC=CC=C12)=O)C1=CC=C(C=C1)[N+](=O)[O-])C1=CC=CC=C1 1-(4-methoxyphenyl)-3-(4-nitrophenyl)-2-phenylquinolin-4(1H)-one